(3R)-3-[(tert-butoxycarbonyl)amino]-3-(3-{[(3-nitrophenyl)sulfonyl]amino}phenyl)propanoic acid C(C)(C)(C)OC(=O)N[C@H](CC(=O)O)C1=CC(=CC=C1)NS(=O)(=O)C1=CC(=CC=C1)[N+](=O)[O-]